(S)-7-chloro-2-(cyclopropyl(4-fluoro-3-methyl-phenyl)methyl)-5-(4,4,5,5-tetramethyl-1,3,2-dioxaborolan-2-yl)-3,4-dihydroisoquinolin-1(2H)-one ClC1=CC(=C2CCN(C(C2=C1)=O)[C@H](C1=CC(=C(C=C1)F)C)C1CC1)B1OC(C(O1)(C)C)(C)C